OC=1C=C2C=C(C=NC2=CC1)C#N 6-hydroxy-3-quinolinecarbonitrile